SC(C(=O)O)CCC sulfanyl-pentanoic acid